8-bromo-2,4,5-trichloroquinoline BrC=1C=CC(=C2C(=CC(=NC12)Cl)Cl)Cl